ClC=1C=C(CC=2C=CC(=NC2)NC(=O)C=2C=CC=3N(C2)C=NN3)C=CC1 N-(5-(3-chlorobenzyl)pyridin-2-yl)-[1,2,4]triazolo[4,3-a]pyridine-6-carboxamide